FC1=CC=C(C=C1)C=1C(C(=CN(C1C)CC(F)(F)F)C(=O)O)=O 5-(4-fluorophenyl)-6-methyl-4-oxo-1-(2,2,2-trifluoroethyl)-1,4-dihydropyridine-3-carboxylic acid